N-(4-((7-(3-(dimethylamino)propoxy)-6-methoxyquinolin-4-yl)oxy)-2,5-difluorophenyl)-4-ethoxypyridine-3-carboxamide CN(CCCOC1=C(C=C2C(=CC=NC2=C1)OC1=CC(=C(C=C1F)NC(=O)C=1C=NC=CC1OCC)F)OC)C